N-nitroimidazole-1-carboximidamide [N+](=O)([O-])NC(=N)N1C=NC=C1